[F].FOF fluoroether fluorine